7-Ethyl-4-(4-fluoro-3-(8-methoxy-3-(tetrahydro-2H-pyran-4-yl)-[1,2,4]triazolo[4,3-a]pyridin-7-yl)phenyl)-7H-imidazo[4,5-c]pyridazine C(C)N1C=NC2=C1N=NC=C2C2=CC(=C(C=C2)F)C2=C(C=1N(C=C2)C(=NN1)C1CCOCC1)OC